O1COC2=C1C=CC(=C2)C(C)=O 1-(1,3-benzodioxol-5-yl)ethanone